4-(2,5-dioxotetrahydrofuran-3-yl)-1,2,3,4-tetrahydro-naphthalene-1,2-dicarboxylic anhydride O=C1OC(CC1C1CC2C(C3=CC=CC=C13)C(=O)OC2=O)=O